[OH-].C(C(=C)C)(=O)NCCC[N+](CCCS(=O)(=O)O)(C)C [3-(methacryloylamino)propyl]di-methyl(3-sulfopropyl)ammonium hydroxide